C1(CC1)C1=NC=CC=2NC=3C=C(C(=CC3C21)OC)OCCCN(CC(F)(F)F)C [3-({1-cyclopropyl-8-methoxy-5H-pyrido[4,3-b]indol-7-yl}oxy)propyl](methyl)(2,2,2-trifluoroethyl)amine